CC1=C(OCC2=C(C=CC=C2)Br)C=C(C=C1)C 2-(2,5-Dimethylphenoxymethyl)bromobenzene